O=C1[C@H](CC2=C(CN1CC(F)(F)F)C=C(C=C2)OCCCNC2=NC=CC=C2)CC(=O)O (R)-2-(3-oxo-8-(3-(pyridin-2-ylamino)propoxy)-2-(2,2,2-trifluoroethyl)-2,3,4,5-tetrahydro-1H-benzo[c]azepin-4-yl)acetic acid